1-{5-[Methyl(piperidin-4-yl)amino][1,3]thiazolo[5,4-d][1,3]thiazol-2-yl}-4-(1H-pyrazol-4-yl)pyridin-2(1H)-on CN(C=1SC2=C(N1)SC(=N2)N2C(C=C(C=C2)C=2C=NNC2)=O)C2CCNCC2